DIMETHYLSILYLDIETHYLAMINE C[SiH](C)N(CC)CC